1,4-bis(4-isocyanatobut-1-yl)cyclohexane N(=C=O)CCCCC1CCC(CC1)CCCCN=C=O